bromo-3-methyl-1-[4-(trifluoromethoxy)phenyl]pyrazole BrC=1C(=NN(C1)C1=CC=C(C=C1)OC(F)(F)F)C